(7-bromo-imidazo[1,2-a]quinazolin-5-yl)-[1-(3-trifluoromethyl-phenyl)-ethyl]-amine BrC=1C=C2C(=NC=3N(C2=CC1)C=CN3)NC(C)C3=CC(=CC=C3)C(F)(F)F